(1R)-6-(4-fluoro-2-methylphenoxy)-1,2,3,4-tetrahydronaphthalene-1-carboxamide FC1=CC(=C(OC=2C=C3CCC[C@H](C3=CC2)C(=O)N)C=C1)C